(M)-6-chloro-7-(3-fluoro-2-hydroxyphenyl)-1-(2-methyl-6-(2-propanyl)phenyl)-4-((2S)-2-methyl-4-(2-propenoyl)-1-piperazinyl)pyrido[2,3-d]pyrimidin-2(1H)-one ClC1=CC2=C(N(C(N=C2N2[C@H](CN(CC2)C(C=C)=O)C)=O)C2=C(C=CC=C2C(C)C)C)N=C1C1=C(C(=CC=C1)F)O